OC(=O)C(F)(F)F.FC1(CNCCC1OC1=C2C(NC=NC2=CC=C1OC)=O)F 5-((3,3-difluoropiperidin-4-yl)oxy)-6-methoxyquinazolin-4(3H)-one TFA salt